FC=1C=CC(=C(C1)CC1=C(C(=CC(=C1)C)CC1=C(C=CC(=C1)F)O)O)O 2,6-bis[(5-fluoro-2-hydroxyphenyl)methyl]-4-methylphenol